ClC1=NC=2C=CC=CC2C2=C1C=CN2CCC2=CC=C(C=C2)OCC 4-chloro-1-(4-ethoxyphenethyl)-1H-pyrrolo[3,2-c]quinoline